O=C1NC(CCC1N1C(C2=CC=C(C=C2C1=O)N1CCN(CC1)CCN1CCC(CC1)N1N=C2C=C(C(=CC2=C1)NC(=O)C1=NC(=CC=C1)C(F)(F)F)OC)=O)=O N-(2-(1-(2-(4-(2-(2,6-dioxopiperidin-3-yl)-1,3-dioxoisoindolin-5-yl)piperazin-1-yl)ethyl)piperidin-4-yl)-6-methoxy-2H-indazol-5-yl)-6-(trifluoromethyl)pyridinecarboxamide